C(C)C(C(F)(F)OC(C(C(F)(F)F)(CC)F)(F)F)(C(F)(F)F)F Ethyl-1,1,2,3,3,3-hexafluoropropyl ether